FC(C(=O)O)(F)F.NC=1C(=CC(=C(C1)NC(C=C)=O)OCCN(C)C)OC N-(5-amino-2-(2-(dimethylamino)ethoxy)-4-methoxyphenyl)acrylamide trifluoroacetic acid salt